C([C@H](C([C@@H](CO)O)O)O)O (2R,4R)-Pentane-1,2,3,4,5-pentol